C(C)(C)(C)OC(=O)N1CCC(=CC1)C1=C(C=C(C(=C1)NC(=O)C1=CN(C(C=C1C(F)(F)F)=O)C)N1C[C@H](N([C@H](C1)C)C)C)F 4-[2-fluoro-5-[[1-methyl-6-oxo-4-(trifluoromethyl)pyridine-3-carbonyl]amino]-4-[(3R,5S)-3,4,5-trimethylpiperazin-1-yl]phenyl]-3,6-dihydro-2H-pyridine-1-carboxylic acid tert-butyl ester